FC(C=1C=C(OCC2=CC=C(OC3CN(C3)C=3C(=C(C(=O)O)C=CC3)N3C=CC=C3)C=C2)C=CC1)(F)F 3-(3-(4-((3-(trifluoromethyl)phenoxy)methyl)phenoxy)azetidin-1-yl)-2-(1H-pyrrol-1-yl)benzoic acid